bromo-[3-(trifluoromethoxy)phenyl]magnesium Br[Mg]C1=CC(=CC=C1)OC(F)(F)F